[OH-].C1CC(C[N+]12CCCC2)O 5-Azoniaspiro[4.4]nonan-3-ol hydroxide